1-(2-chlorophenyl)-7-cyclopropyl-4-(methylamino)-6-(methylthio)quinazolin-2(1H)-one ClC1=C(C=CC=C1)N1C(N=C(C2=CC(=C(C=C12)C1CC1)SC)NC)=O